silver-titanium-aluminum [Al].[Ti].[Ag]